methyl 4-((2-ethyl-3-oxo-3,4-dihydroquinoxalin-6-yl)methyl)piperazine-1-carboxylate C(C)C1=NC2=CC=C(C=C2NC1=O)CN1CCN(CC1)C(=O)OC